FC(OC=1C=CC=C2C(=NC=NC12)N[C@H](CN1CCN(CC1)S(=O)(=O)C1=CN=C(S1)NC(OC)=O)C)(F)F methyl N-[5-({4-[(2S)-2-{[8-(trifluoromethoxy)quinazolin-4-yl]amino}propyl]piperazin-1-yl} sulfonyl)-1,3-thiazol-2-yl]carbamate